methyl-1,1-dioxo-1,2,6-thiadiazinane CN1S(NCCC1)(=O)=O